C1(=CC=CC=C1)C1=NC2=CC=CC=C2C(=N1)N (2-phenylquinazolin-4-yl)amine